3-({2-chloro-4-[(1,3-dioxo-1,3-dihydro-2H-inden-2-ylidene)methyl]-6-ethoxyphenoxy}methyl)benzoic acid ClC1=C(OCC=2C=C(C(=O)O)C=CC2)C(=CC(=C1)C=C1C(C2=CC=CC=C2C1=O)=O)OCC